1-[(2S)-butane-2-yl]-N-(5-iodo-2-methoxyphenyl)-5-(3-phenylpropyl)-1H-pyrrole-2-carboxamide C[C@@H](CC)N1C(=CC=C1CCCC1=CC=CC=C1)C(=O)NC1=C(C=CC(=C1)I)OC